C(C)(=O)OCC(CC(CC(CC(C)C)C)C)C 2,4,6,8-TETRAMETHYLNONYL ACETATE